tert-butyl (R)-4-(5-cyclopropyl-7H-pyrrolo[2,3-d]pyrimidin-4-yl)-3-methylpiperazine-1-carboxylate C1(CC1)C1=CNC=2N=CN=C(C21)N2[C@@H](CN(CC2)C(=O)OC(C)(C)C)C